bis-(dimethylaminopropyl)-amino-2-propanol CN(C)CCCC(C(C)O)(N)CCCN(C)C